C1(CC1)C1=NN(C=N1)C1CC2(CN(C2)C(=O)N2CC3(CN(C3)S(=O)(=O)C=3C(=NOC3C)C)C2)C1 [6-(3-cyclopropyl-1,2,4-triazol-1-yl)-2-azaspiro[3.3]heptan-2-yl]-[2-(3,5-dimethylisoxazol-4-yl)sulfonyl-2,6-diazaspiro[3.3]heptan-6-yl]methanone